3,4-dichloro-5'-fluoro-2'-nitro-biphenyl ClC=1C=C(C=CC1Cl)C1=C(C=CC(=C1)F)[N+](=O)[O-]